N[C@@H](CC(=O)OC)C Methyl (3R)-3-aminobutanoate